CC=1N=C2N(N=C(C=C2C)C2=CC3=CN(N=C3C=C2)C2CCNCC2)C1 2,8-dimethyl-6-[2-(4-piperidyl)indazol-5-yl]imidazo[1,2-b]pyridazine